2-Methylacrylic acid 3-[3-tert-butyl-5-(5-chlorobenzotriazol-2-yl)-4-hydroxyphenyl]-propyl ester C(C)(C)(C)C=1C=C(C=C(C1O)N1N=C2C(=N1)C=CC(=C2)Cl)CCCOC(C(=C)C)=O